C12CNCC2N1C=1N=CC=2N=CN=C(C2N1)NC1=CC(=C(C=C1)OC1=CC2=C(N(N=N2)C)C=C1)C 6-(3,6-diazabicyclo[3.1.0]hexan-6-yl)-N-[3-methyl-4-(1-methylbenzotriazol-5-yl)oxy-phenyl]pyrimido[5,4-d]pyrimidin-4-amine